2-(benzo[d][1,3]dioxol-5-yl)benzo[d]isothiazol-3(2H)-one O1COC2=C1C=CC(=C2)N2SC1=C(C2=O)C=CC=C1